sec-butyl cetyl phosphate P(=O)(OC(C)CC)(OCCCCCCCCCCCCCCCC)[O-]